C(C)(C)(C)NC1=CC(=C(C=C1)C(C)(C)C)Cl tert-butyl-4-(tert-butyl)-3-chloroaniline